5-(2-chlorobenzyl)thiazol-2-amine ClC1=C(CC2=CN=C(S2)N)C=CC=C1